C(C)OC(=O)C1(CC1C1=NC=CC=C1)C1=CC=CC=C1 Phenyl-3-pyridinyl-cyclopropanecarboxylic acid ethyl ester